C(C)(=O)O.C(C)(=O)O.[Fe](Cl)(Cl)Cl ferric chloride diacetate